N-[2-(5-Hydroxy-3-Chloro-1H-indol-3-yl)ethyl]acetamide OC=1C=C2C(CNC2=CC1)(Cl)CCNC(C)=O